ClC1=CC=C(N=N1)N1CC(CC1)NC(C)(C(C)C)C 1-(6-chloropyridazin-3-yl)-N-(2,3-dimethylbutan-2-yl)pyrrolidin-3-amine